tert-butyl N-[1-[1-(4-methoxyphenyl)cyclopropanecarbonyl]-4-piperidyl]carbamate COC1=CC=C(C=C1)C1(CC1)C(=O)N1CCC(CC1)NC(OC(C)(C)C)=O